C(C)(=O)O\C(=C\CCCCCCCCCCCC)\O (E)-1-tetradecen-1-ol-1-yl acetate